FC=1C(=NC=CC1)C(=O)N 3-fluoropyridineamide